diglycidyl-diglycidyl-naphthylamine C(C1CO1)C=1C(=C(C2=CC=CC=C2C1)N(CC1CO1)CC1CO1)CC1CO1